methyl 2-amino-4-bromo-5-cyclopropoxybenzoate NC1=C(C(=O)OC)C=C(C(=C1)Br)OC1CC1